SC1=C(C(=O)O)C=CC=C1 sulfanyl-(benzoic acid)